O=C1NC(CCC1N1C(C2=CC(=C(C=C2C1)C1CCN(CC1)CCCCCCCCC(=O)NC1=C2C(N(C(C2=CC=C1)=O)[C@H](CS(=O)(=O)C)C1=CC(=C(C=C1)OC)OCC)=O)F)=O)=O 9-(4-(2-(2,6-Dioxopiperidin-3-yl)-6-fluoro-1-oxoisoindolin-5-yl)piperidin-1-yl)-N-(2-((S)-1-(3-ethoxy-4-methoxyphenyl)-2-(methylsulfonyl)ethyl)-1,3-dioxoisoindolin-4-yl)-nonanamide